S(N)(O)(=O)=O.NC1=NC=CN=C1 2-aminopyrazine sulfamate